4-[[4-(4-amino-1-piperidyl)-4-oxo-butyl]amino]-2-(2,6-dioxo-3-piperidyl)isoindoline-1,3-dione NC1CCN(CC1)C(CCCNC1=C2C(N(C(C2=CC=C1)=O)C1C(NC(CC1)=O)=O)=O)=O